ClC=1C=C(C2=C(C(=CO2)COC2=C(C=CC=C2)CC(=O)OCC)C1)NCC1CCCC1 ethyl 2-(2-((5-chloro-7-((cyclopentylmethyl)amino)benzofuran-3-yl)methoxy)phenyl)acetate